N-methyl-quinazoline-8-carboxamide [(6R,8aR)-6-[5-(1-methoxycarbonyl-isobutyl)isoxazol-3-yl]oxy-2,3,5,6,7,8-hexahydro-1H-indolizin-8a-yl]methyl-benzoate COC(=O)C(C(C)C)C1=CC(=NO1)O[C@H]1CN2CCC[C@@]2(CC1)COC(C1=CC=CC=C1)=O.CNC(=O)C=1C=CC=C2C=NC=NC12